3-chloro-N-[5-(5-methoxy-1H-benzimidazol-2-yl)-1-[(4-methoxyphenyl)methyl]-pyrazol-3-yl]-4-(3-methoxypropoxy)benzamide ClC=1C=C(C(=O)NC2=NN(C(=C2)C2=NC3=C(N2)C=CC(=C3)OC)CC3=CC=C(C=C3)OC)C=CC1OCCCOC